2,2-difluoro-6-nitrobenzo[d][1,3]dioxole-5-carbaldehyde FC1(OC2=C(O1)C=C(C(=C2)C=O)[N+](=O)[O-])F